(S)-2-((S)-4,4-difluoro-3-(6-oxo-1,6-dihydro-pyridin-3-yl)-piperidin-1-yl)-N-(5-(2,4-difluoro-6-(hydroxy-methyl)phenoxy)pyrazin-2-yl)propan-amide FC1([C@H](CN(CC1)[C@H](C(=O)NC1=NC=C(N=C1)OC1=C(C=C(C=C1CO)F)F)C)C1=CNC(C=C1)=O)F